C(C)(C)(C)OC(=O)N1CCC(CC1)C1=NC(=CC=C1)OCC1=C(C=C(C=C1)C(=O)C1CC1)Cl 4-(6-((2-Chloro-4-(cyclopropanecarbonyl)benzyl)oxy)pyridin-2-yl)piperidine-1-carboxylic acid tert-butyl ester